BrCC(CCBr)O 1,4-dibromo-2-butanol